tert-butyl (3S,4S)-3-fluoro-4-(4-iodo-5-methyl-pyrazol-1-yl)piperidine-1-carboxylate F[C@H]1CN(CC[C@@H]1N1N=CC(=C1C)I)C(=O)OC(C)(C)C